N1(N=CC=C1)C[C@@H]1C[C@H](NC1)CONC(=O)[C@H]1N2C(N([C@H](CC1)C2)OS(=O)(=O)O)=O (2S,5R)-N-{[(2S,4R)-4-(1H-pyrazol-1-ylmethyl)-pyrrolidin-2-yl]methyloxy}-7-oxo-6-(sulfooxy)-1,6-diazabicyclo[3.2.1]octane-2-carboxamide